Tetramethyldimethylsilyl-(benzo[e]inden-3-yl)(3-(trimethylsilylmethyl)-cyclopentadienyl)zirconium dichloride [Cl-].[Cl-].C[Zr](C1C=C(C=C1)C[Si](C)(C)C)(C1C=CC=2C3=C(C=CC12)C=CC=C3)([SiH](C)C)(C)(C)C